[NH4+].[NH4+].P(=O)([O-])([O-])O.P(=O)(O)(O)OC12CC(C1)(C2)C(=O)OC2=C1[C@H]3[C@H](C(OC1=CC(=C2)CCCCC)(C)C)CC=C(C3)C (6aR,10aR)-6,6,9-trimethyl-3-pentyl-6a,7,10,10a-tetrahydro-6H-benzo[c]chromen-1-yl 3-(phosphonooxy)bicyclo[1.1.1]pentane-1-carboxylate phosphate di-ammonium salt